2-((4-amino-3-(3-hydroxypropyl)-1H-pyrazolo[3,4-d]pyrimidin-1-yl)methyl)-3-phenyl-4H-chromen-4-one NC1=C2C(=NC=N1)N(N=C2CCCO)CC=2OC1=CC=CC=C1C(C2C2=CC=CC=C2)=O